Tert-butyl (2S,4S)-4-[tert-butyl(dimethyl)silyl]oxy-2-[methyl(m-tolyl)carbamoyl]-pyrrolidine-1-carboxylate [Si](C)(C)(C(C)(C)C)O[C@H]1C[C@H](N(C1)C(=O)OC(C)(C)C)C(N(C=1C=C(C=CC1)C)C)=O